OCCN1C(=NC(=C1)C(F)(F)F)C1=C(C#N)C=CC=C1 [1-(2-hydroxyethyl)-4-(trifluoromethyl)-1H-imidazol-2-yl]benzonitrile